ClC1=CC=C(CN2CC(CCC2)CC2=NC=3N(C=C2)N=C(C3C3=CC=NC=C3)C)C=C1 ((1-(4-chlorobenzyl)piperidin-3-yl)methyl)-2-methyl-3-(pyridin-4-yl)pyrazolo[1,5-a]pyrimidine